C(C)(C)(C)OC(CC[C@@H](C(=O)N)N1C(C2=CC=C(C=C2C1)C1=NC(=C(C(=C1)CCC)C#N)N)=O)=O (S)-5-amino-4-(5-(6-amino-5-cyano-4-propylpyridin-2-yl)-1-oxoisoindolin-2-yl)-5-oxopentanoic acid tert-butyl ester